4-(((3-ethyl-2-oxo-1,5,7,8-tetrahydro-2H-pyrano[4,3-b]pyridin-7-yl)methyl)piperazin-1-yl)-6-fluoropicolinamide C(C)C1=CC2=C(NC1=O)CC(OC2)CC2N(CCNC2)C2=CC(=NC(=C2)F)C(=O)N